1-(4-((2,3-difluoro-6-(2-morpholinothiazol-4-yl)phenoxy)methyl)phenyl)dihydropyrimidine-2,4(1H,3H)-dione FC1=C(OCC2=CC=C(C=C2)N2C(NC(CC2)=O)=O)C(=CC=C1F)C=1N=C(SC1)N1CCOCC1